(S)-2-Amino-N-(2,6-dihydroxyphenethyl)-3-hydroxy-propanamide N[C@H](C(=O)NCCC1=C(C=CC=C1O)O)CO